(R)-6-chloro-3-((1-(2-(2-(difluoromethyl)-2H-indazol-5-yl)-3,6-dimethyl-4-oxo-3,4-dihydroquinazolin-8-yl)ethyl)amino)-N-(methylsulfonyl)picolinamide ClC1=CC=C(C(=N1)C(=O)NS(=O)(=O)C)N[C@H](C)C=1C=C(C=C2C(N(C(=NC12)C1=CC2=CN(N=C2C=C1)C(F)F)C)=O)C